Tert-butyl (1R,5S,6S)-6-thiocarbamoyl-3-azabicyclo[3.1.0]hexane-3-carboxylate C(N)(=S)C1[C@H]2CN(C[C@@H]12)C(=O)OC(C)(C)C